C(C(=C)C)(=O)O.C(C(=C)C)(=O)O.C(C)(C)(C1CCC(CC1)O)C1CCC(CC1)O 4,4'-isopropylidenedicyclohexanol dimethacrylate